C(C)(C)(C)OC=1C(C(=O)O)=CC=CC1 tertiary butyl-salicylic acid